ClC1=C(C(=CC=C1)Cl)C1=NOC(=C1)C 3-(2,6-dichlorophenyl)-5-methylisoxazol